CC=1N=C(SC1S(=O)(=O)N1CCN(CC1)C[C@H](C)NC=1C2=C(N=CN1)C(=CN2C)C=2C=NC=CC2)NC(OC)=O Methyl (S)-(4-methyl-5-((4-(2-((5-methyl-7-(pyridin-3-yl)-5H-pyrrolo[3,2-d]pyrimidin-4-yl)amino)propyl)piperazin-1-yl)sulfonyl)thiazol-2-yl)carbamate